CC1(C(C(C(CC1)C)C)C(=O)O)C 2,2,5,6-tetramethylcyclohexane-1-carboxylic acid